2,6-dimethylamino-5-aminopyridine CNC1=NC(=C(C=C1)N)NC